5-bromo-N-(tetrahydro-2H-pyran-4-yl)pyrrolo[2,1-f][1,2,4]triazin-2-amine BrC=1C=CN2N=C(N=CC21)NC2CCOCC2